Cl.C(C(O)C)(=O)O lactate HCl